γ-carboxyglutamic acid Dioctadecyl-2-(3-tert-butyl-4-hydroxy-5-methylbenzyl)malonat C(CCCCCCCCCCCCCCCCC)C(C1=CC(=C(C(=C1)C)O)C(C)(C)C)(C(C(=O)O)C(=O)O)CCCCCCCCCCCCCCCCCC.C(=O)(O)C(C[C@H](N)C(=O)O)C(=O)O